(4-Ethyl-3-(hydroxymethyl)-5-oxo-4,5-dihydro-1H-1,2,4-triazol-1-yl)-7-fluoro-4-isopropyl-2-(2-(trifluoromethyl)phenyl)isoquinolin-1(2H)-one C(C)N1C(=NN(C1=O)C=1N(C(C2=CC(=CC=C2C1C(C)C)F)=O)C1=C(C=CC=C1)C(F)(F)F)CO